4,7-bis(4-(tert-butyl)phenyl)-2-octyl-2H-benzo[d][1,2,3]triazole C(C)(C)(C)C1=CC=C(C=C1)C1=CC=C(C2=NN(N=C21)CCCCCCCC)C2=CC=C(C=C2)C(C)(C)C